FC=1C=C(C=C(C1)F)NC(=O)NC1=CC(=CC(=C1)F)F 1,3-bis-(3,5-difluorophenyl)urea